COC(=O)C1=CC=C(C=C1)C=1C2=CC(=C(N2)C=C2C=CC(C(=C3C=CC(=C(C=4C=CC1N4)C4=CC=CC=C4)N3)C3=CC=CC=C3)=N2)C2=CC=CC=C2 5-(4-methoxycarbonylphenyl)-10,15,2-triphenylporphin